S1C(=CC=2C1=CN=CC2)C(=O)OCC ethyl thieno[2,3-c]pyridine-2-carboxylate